tert-butyl (2R,6R)-4-(4-chloro-3-iodo-1-tetrahydropyran-2-yl-pyrazolo[3,4-b]pyridin-6-yl)-2,6-dimethyl-piperazine-1-carboxylate ClC1=C2C(=NC(=C1)N1C[C@H](N([C@@H](C1)C)C(=O)OC(C)(C)C)C)N(N=C2I)C2OCCCC2